3-[(phenyl)sulfinyl]biphenyl Tert-butyl-((2-(3-(dimethylamino)phenyl)pyrazolo[1,5-a]pyrimidin-6-yl)methyl)carbamate C(C)(C)(C)N(C(O)=O)CC=1C=NC=2N(C1)N=C(C2)C2=CC(=CC=C2)N(C)C.C2(=CC=CC=C2)S(=O)C=2C=C(C=CC2)C2=CC=CC=C2